C1=CC=CC=2C3=CC=CC=C3C(C12)COC(=O)N[C@H](C(=O)O)CC1=C(C=CC(=C1)Cl)C1=CC=CC=C1 (S)-2-((((9H-fluoren-9-yl)methoxy)carbonyl)amino)-3-(4-chloro-[1,1'-biphenyl]-2-yl)propanoic acid